OCC1=NN=C(S1)NC(=O)C1=NN2C(C(N(CC2)CC2=C(C=CC=C2)Cl)=O)=C1C1CC1 5-(2-Chlorobenzyl)-3-cyclopropyl-4-oxo-4,5,6,7-tetrahydropyrazolo[1,5-a]pyrazine-2-carboxylic acid (5-hydroxymethyl-[1,3,4]thiadiazol-2-yl) amide